4'-[[6-O-(6-Deoxy-alpha-L-mannopyranosyl)-beta-D-glucopyranosyl]oxy]-3,6'-dihydroxy-4-methoxychalcone [C@@H]1([C@H](O)[C@H](O)[C@@H](O)[C@@H](O1)C)OC[C@@H]1[C@H]([C@@H]([C@H]([C@@H](O1)OC1=CC=C(C(/C=C/C2=CC(=C(C=C2)OC)O)=O)C(=C1)O)O)O)O